[C@H]1(CC[C@H](CC1)NC(COC1=CC=C(C=C1)Cl)=O)NC(COC1=CC=C(C=C1)Cl)=O N,N'-trans-1,4-cyclohexanediylbis[2-(4-chlorophenoxy)acetamide]